2-diphenylphosphoryl-1,4-benzenediol C1(=CC=CC=C1)P(=O)(C1=CC=CC=C1)C1=C(C=CC(=C1)O)O